COC(=O)C1=CC2=C(S1)C=C(C=C2)CBr 6-(bromomethyl)benzo[b]thiophene-2-carboxylic acid methyl ester